Bromooxetane BrC1OCC1